OC(C)C1=C(C2=C(OCCO2)C=C1)N1CCNCC1 6-(1-hydroxyethyl)-5-(piperazin-1-yl)-2,3-dihydro-1,4-benzodioxine